(3,3-difluorocyclobutyl)(5-(4-((2-methoxy-4-(1H-pyrazol-4-yl)phenyl)amino)pyrimidin-2-yl)isoindolin-2-yl)methanone FC1(CC(C1)C(=O)N1CC2=CC=C(C=C2C1)C1=NC=CC(=N1)NC1=C(C=C(C=C1)C=1C=NNC1)OC)F